4-((4'-(4,4-difluoropiperidin-1-yl)-[1,1'-biphenyl]-4-yl)thio)-1H-1,2,3-triazole-5-carboxylic acid 2,2,2-trifluoroacetate FC(C(=O)O)(F)F.FC1(CCN(CC1)C1=CC=C(C=C1)C1=CC=C(C=C1)SC=1N=NNC1C(=O)O)F